5-chloro-4-hydroxy-2H-chromen-2-one ClC1=C2C(=CC(OC2=CC=C1)=O)O